4-[2-(N-(3,3-difluorocyclohexyl)anilino)-2-oxo-ethyl]-1-[2-(2-fluorophenyl)-2-methyl-propanoyl]piperidine-4-carboxylic acid FC1(CC(CCC1)N(C1=CC=CC=C1)C(CC1(CCN(CC1)C(C(C)(C)C1=C(C=CC=C1)F)=O)C(=O)O)=O)F